Tert-butyl 2-[4-(dimethylamino)butan-2-yl]hydrazine-1-carboxylate CN(CCC(C)NNC(=O)OC(C)(C)C)C